C(C)N1N=C2C(=CC=C(C2=C1)N1CCN(C2(CC2)C1)C(=O)OC(C)(C)C)C(NC=1C=C(C=2N(C1)C=C(N2)C)F)=O tert-butyl 7-[2-ethyl-7-({8-fluoro-2-methylimidazo[1,2-a]pyridin-6-yl}carbamoyl)indazol-4-yl]-4,7-diazaspiro[2.5]octane-4-carboxylate